(S)-6-(2-((1-methylcyclopropyl)amino)-2-oxoacetyl)-N-((S)-3-oxo-1-((S)-2-oxopyrrolidin-3-yl)-4-(trifluoromethoxy)butan-2-yl)-6-azaspiro[3.4]octane-7-carboxamide CC1(CC1)NC(C(=O)N1CC2(CCC2)C[C@H]1C(=O)N[C@@H](C[C@H]1C(NCC1)=O)C(COC(F)(F)F)=O)=O